Alpha-fluoro-3,4-dimethoxycinnamic acid FC(C(=O)O)=CC1=CC(=C(C=C1)OC)OC